4-[5-(difluoromethyl)-1,3,4-thiadiazol-2-yl]-2-methyl-N-(1-methylcyclopropyl)-8-[rac-(3R,5S)-3-(1-fluoro-1-methyl-ethyl)-5-methyl-piperazin-1-yl]quinazoline-6-sulfonamide silver(I) [Ag+].FC(C1=NN=C(S1)C1=NC(=NC2=C(C=C(C=C12)S(=O)(=O)NC1(CC1)C)N1C[C@@H](N[C@H](C1)C)C(C)(C)F)C)F |r|